C12CCC(C3C4C5C6CCC(C5C(C13)C4)C6)C2 tetradecahydro-1,4:5,8:9,10-Trimethanoanthracene